C(C)OC(CN=CC1=CC=CC=C1)=O N-(phenylmethylene)glycine ethyl ester